NC1=C(C(C(=C(C1=O)N)N)=O)N tetraamino-p-benzoquinone